C(C)(C)(C)OC(N(C)[C@H]1CNCC[C@H]1OC)=O N-[(3S,4R)-4-methoxy-3-piperidinyl]-N-methyl-carbamic acid tert-butyl ester